2-(ethylsulfoxy)-bromobenzene C(C)OS(OC1=C(C=CC=C1)Br)(=O)=O